ClC1=NN=C2N1C1=CC=CC=C1C(=N2)N(C2=CC(=CC=C2)C=2C=NC(=CC2)N2CCN(CC2)C2COC2)C chloro-N-methyl-N-(3-(6-(4-(oxetan-3-yl)piperazin-1-yl)pyridin-3-yl)phenyl)-[1,2,4]triazolo[4,3-a]quinazolin-5-amine